1-vinyl-3-ethyl-imidazole chloride salt [Cl-].C(=C)N1CN(C=C1)CC